OC1=CC=C(C=C1)/C(=C(\CC)/C1=CC=CC=C1)/C1=CC=C(OCCOCCOCCOCCNC2=C3CN(C(C3=CC=C2)=O)C2C(NC(CC2)=O)=O)C=C1 (Z)-3-(4-((2-(2-(2-(2-(4-(1-(4-hydroxyphenyl)-2-phenylbut-1-en-1-yl)phenoxy)ethoxy)ethoxy)ethoxy)ethyl)amino)-1-oxoisoindolin-2-yl)piperidine-2,6-dione